4,6-dichloro-1-(2,2,2-trifluoroethyl)-1H-pyrazolo[4,3-c]pyridine ClC1=NC(=CC2=C1C=NN2CC(F)(F)F)Cl